ClC=1C(=NC2=CC=CC=C2N1)NCC1=CC=C(C=C1)Cl 3-chloro-N-(4-chlorobenzyl)quinoxalin-2-amine